4-(Pyridin-2-ylmethyl)-1H-pyrazole-1-carboxylic acid tert-butyl ester C(C)(C)(C)OC(=O)N1N=CC(=C1)CC1=NC=CC=C1